2-iodoethyl (10R)-10-((((9H-fluoren-9-yl)methoxy)carbonyl)amino)-12-(2-(4-((tert-butoxycarbonyl)amino)-2-oxo-3,4-dihydropyrimidin-1(2H)-yl)acetyl)-2,5,8-trioxa-12-azatetradecan-14-oate C1=CC=CC=2C3=CC=CC=C3C(C12)COC(=O)N[C@@H](COCCOCCOC)CN(CC(=O)OCCI)C(CN1C(NC(C=C1)NC(=O)OC(C)(C)C)=O)=O